N=1NN=C(C1)C1=CC=C(C#N)C=C1 4-(2H-1,2,3-triazol-4-yl)benzonitrile